trifluoromethanesulfonic acid iron [Fe].FC(S(=O)(=O)O)(F)F